((2-(2,6-dioxopiperidin-3-yl)-1,3-dioxoisoindolin-4-yl)amino)bicyclo[2.2.2]octane-1-carboxamide O=C1NC(CCC1N1C(C2=CC=CC(=C2C1=O)NC1C2(CCC(C1)CC2)C(=O)N)=O)=O